FC1=C(C=CC=C1C(F)(F)F)[C@@H](C)NC(=O)C1=CN(C(C=C1NC1[C@@H]2CN(C[C@H]12)C)=O)[C@H]1CC12CC2 N-((R)-1-(2-fluoro-3-(trifluoromethyl)phenyl)ethyl)-4-(((1R,5S,6S)-3-methyl-3-azabicyclo[3.1.0]hex-6-yl)amino)-6-oxo-1-((S)-spiro[2.2]pent-1-yl)-1,6-dihydropyridine-3-carboxamide